1-(4-(2-(3-oxa-8-azabicyclo[3.2.1]octan-8-yl)-4-chlorobenzyl)piperazine-1-carbonyl)-1H-pyrazole-3-carboxylic acid C12COCC(CC1)N2C2=C(CN1CCN(CC1)C(=O)N1N=C(C=C1)C(=O)O)C=CC(=C2)Cl